N-(4-(4-(methylthio)phenoxy)phenyl)quinazolin-4-amine CSC1=CC=C(OC2=CC=C(C=C2)NC2=NC=NC3=CC=CC=C23)C=C1